C=CCCCCCCCCCCCCCCCCCC(C)C i-docosene